OC1=C(C=CC=C1)C=NC1=C(C=CC=C1)N=CC1=C(C=CC=C1)O N,N'-bis[(2-hydroxyphenyl)methylene]-1,2-phenylenediamine